FC1(CC1)C(C#C)=O 1-(1-fluorocyclopropyl)prop-2-yn-1-one